ClC1=C(C=C(C=C1)NC(=O)NC1=CC=C(C=C1)F)[N+](=O)[O-] 1-(4-chloro-3-nitrophenyl)-3-(4-fluorophenyl)urea